C(CCC(=O)O)C(=O)O desaminoglutamic acid